(Z)-1-(1-bromo-4-chlorobut-2-en-2-yl)-4-fluorobenzene BrC\C(=C/CCl)\C1=CC=C(C=C1)F